C(C)C=1C(NC=2C=C(C=NC2C1)CNC12CCC(CC1)(C2)NC=2C=CC(=NC2C)C(=O)NC)=O 5-((4-(((7-ethyl-6-oxo-5,6-dihydro-1,5-naphthyridin-3-yl)methyl)amino)bicyclo[2.2.1]heptan-1-yl)amino)-N,6-dimethylpicolinamide